6-(2-bromoacetyl)-4-(trifluoromethyl)-2,3-dihydroisoindol-1-one BrCC(=O)C1=CC(=C2CNC(C2=C1)=O)C(F)(F)F